2,3,4-Trifluorobenzaldehyde FC1=C(C=O)C=CC(=C1F)F